N1CC(C1)OCCCCCC(=O)N1CCC(CC1)NC(OC(C)(C)C)=O tert-butyl (1-(6-(azetidin-3-yloxy)hexanoyl)piperidin-4-yl)carbamate